methoxy-N-(1-methyl-3-(pyrazin-2-yl)-1H-pyrazol-4-yl)-[2,4'-bipyridine]-6-carboxamide COC=1C(=NC(=CC1)C(=O)NC=1C(=NN(C1)C)C1=NC=CN=C1)C1=CC=NC=C1